4-(4-methoxyphenyl)piperidine-4-carbonitrile COC1=CC=C(C=C1)C1(CCNCC1)C#N